Benzoic acid (2R,4S)-4-(benzyloxy)-4-((R)-2,2-dimethyl-1,3-dioxolan-4-yl)-3,3-difluoro-2-hydroxybutyl ester C(C1=CC=CC=C1)O[C@H](C([C@@H](COC(C1=CC=CC=C1)=O)O)(F)F)[C@@H]1OC(OC1)(C)C